C(CC)NC(=O)NC=1C=C(C=CC1)S(=O)(=O)NC=1C=C(C=CC1)CCC(=O)O 3-{3-[({3-[(propylcarbamoyl)amino]phenyl}sulfonyl)amino]phenyl}propanoic acid